6-chloro-5-fluoro-3-methyl-imidazo[1,5-a]pyrazine ClC=1N=CC=2N(C1F)C(=NC2)C